2-(3-((R)-3-(tert-butoxy)-2-((S)-1-(tert-butoxycarbonyl)pyrrolidin-3-yl)-3-oxopropyl)phenyl)acetic acid C(C)(C)(C)OC([C@H](CC=1C=C(C=CC1)CC(=O)O)[C@H]1CN(CC1)C(=O)OC(C)(C)C)=O